C1(CC1)S(=O)(=O)C1=CC(=NC=C1)[C@@H](NC(=O)C=1SC(=CN1)C1=NC(=CN=C1)OCC)[C@H]1COCC1 N-((S)-(4-(cyclopropanesulfonyl)pyridin-2-yl)((S)-tetrahydrofuran-3-yl)methyl)-5-(6-ethoxypyrazin-2-yl)thiazole-2-carboxamide